ClC1=C(C=C(OCC(=O)NC23[C@H](CC(CC2)(CC3)NC(COC3=CC2=CC=CC=C2C=C3)=O)O)C=C1)F 2-(4-chloro-3-fluorophenoxy)-N-[(2S)-2-hydroxy-4-{2-[(naphthalen-2-yl)oxy]acetamido}bicyclo[2.2.2]octan-1-yl]acetamide